2-(2,6-dioxopiperidin-3-yl)-5-((5-(methylamino)pentyl)oxy)isoindoline-1,3-dione hydrochloride Cl.O=C1NC(CCC1N1C(C2=CC=C(C=C2C1=O)OCCCCCNC)=O)=O